methyl(3-amino-4-methoxyphenyl)-L-prolinate C[C@@]1(N(CCC1)C1=CC(=C(C=C1)OC)N)C(=O)[O-]